N(=[N+]=[N-])CC(=O)N(CCCN1N=CC=C1C(=O)OC)CCO[Si](C)(C)C(C)(C)C methyl 2-[3-[(2-azidoacetyl)-[2-[tert-butyl(dimethyl)silyl]oxyethyl]amino]propyl]pyrazole-3-carboxylate